1-(fluoromethyl)-2-fluoroethane-1-ol FCC(CF)O